C[C@@H](C=O)C(=O)O The molecule is 2-Methyl-3-oxopropanoic acid with configuration S at the chiral centre. It has a role as a mouse metabolite. It is a 2-methyl-3-oxopropanoic acid and an aldehydic acid. It derives from a propionic acid. It is a conjugate acid of a (S)-methylmalonate semialdehyde.